(1-(1-(4-fluorophenyl)-6-methyl-1H-indazol-5-yl)-3-((2-methyl-2H-1,2,3-triazol-4-yl)sulfonyl)-3-azabicyclo[3.1.0]hexane-6-yl)methylamine FC1=CC=C(C=C1)N1N=CC2=CC(=C(C=C12)C)C12CN(CC2C1CN)S(=O)(=O)C1=NN(N=C1)C